1-(4-cyanobenzoyl)-2,3-dihydro-1H-pyrrolo[2,3-c]pyridine C(#N)C1=CC=C(C(=O)N2CCC=3C2=CN=CC3)C=C1